((1r,4r)-4-(Hydroxymethyl)cyclohexyl)methyl (4-chlorophenyl)(phenyl)carbamate ClC1=CC=C(C=C1)N(C(OCC1CCC(CC1)CO)=O)C1=CC=CC=C1